8-{4-[bis(naphthalene-2-yl)-1,3,5-triazin-2-yl]phenyl}quinoline C1=C(C=CC2=CC=CC=C12)C1=NC(=NC(=N1)C1=CC=C(C=C1)C=1C=CC=C2C=CC=NC12)C1=CC2=CC=CC=C2C=C1